(4-fluorobutoxy)-2-hydroxy-3-(3-methylbut-2-en-1-yl)-6-(4-(trifluoromethyl)styryl)benzoic acid FCCCCOC1=C(C(=C(C(=O)O)C(=C1)C=CC1=CC=C(C=C1)C(F)(F)F)O)CC=C(C)C